butylenebiserucamide C(CCCCCCCCCCC\C=C/CCCCCCCCCCCC(=O)N)CCCCCCCC\C=C/CCCCCCCCCCCC(=O)N